C[Si](N([Si](C)(C)C)CCC[Si](OCC)(OCC)C)(C)C N,N-bis(trimethylsilyl)-aminopropyl-methyldiethoxysilane